F[B-](F)(F)F.N1=NN=NC=C1 tetrazine fluoroborate